ethyl P-(4-(5-(chlorodifluoromethyl)-1,2,4-oxadiazol-3-yl)phenyl)-N-cyclopentylphosphonamidate ClC(C1=NC(=NO1)C1=CC=C(C=C1)P(OCC)(=O)NC1CCCC1)(F)F